(S)-tert-butyl 2-(2-(prop-1-en-2-yl)phenyl)pyrrolidine-1-carboxylate C=C(C)C1=C(C=CC=C1)[C@H]1N(CCC1)C(=O)OC(C)(C)C